N-(6-(difluoromethyl)pyridin-3-yl)-6-(1H-imidazol-1-yl)picolinamide FC(C1=CC=C(C=N1)NC(C1=NC(=CC=C1)N1C=NC=C1)=O)F